C(C)N(CCCNC(C(C(CO)(C)C)O)=O)CC N-(3-(diethylamino)propyl)-2,4-dihydroxy-3,3-dimethylbutanamide